ClC1=CC=C(CN2C3(CN(C3)C3=CC(=NC=C3)C(=O)N)C(N(CC2=O)C(C)C)=O)C=C1 4-(5-(4-chlorobenzyl)-8-isopropyl-6,9-dioxo-2,5,8-triazaspiro[3.5]nonan-2-yl)picolinamide